9-(benzyloxy)-3-(tert-butoxy)-10-methoxy-1,3,4,6,7,11B-hexahydro-2H-pyrido[2,1-a]isoquinolin-2-one C(C1=CC=CC=C1)OC=1C=C2CCN3C(C2=CC1OC)CC(C(C3)OC(C)(C)C)=O